O=C1N(C=CC2=CC(=CC=C12)C=1C(=NNC1)C(F)(F)F)CC=1C=C(C(=O)NCC2CCOCC2)C=CC1 3-((1-oxo-6-(3-(trifluoromethyl)-1H-pyrazol-4-yl)isoquinolin-2(1H)-yl)methyl)-N-((tetrahydro-2H-pyran-4-yl)methyl)benzamide